The molecule is an acyl-CoA(4-) arising from deprotonation of phosphate and diphosphate OH groups of (24E)-3alpha,7alpha-dihydroxy-5beta-cholest-24-en-26-oyl-CoA; major species at pH 7.3. It is a conjugate base of a (24E)-3alpha,7alpha-dihydroxy-5beta-cholest-24-en-26-oyl-CoA. C[C@H](CC/C=C(\\C)/C(=O)SCCNC(=O)CCNC(=O)[C@@H](C(C)(C)COP(=O)([O-])OP(=O)([O-])OC[C@@H]1[C@H]([C@H]([C@@H](O1)N2C=NC3=C(N=CN=C32)N)O)OP(=O)([O-])[O-])O)[C@H]4CC[C@@H]5[C@@]4(CC[C@H]6[C@H]5[C@@H](C[C@H]7[C@@]6(CC[C@H](C7)O)C)O)C